2-(2,6-dioxo-3-piperidyl)-4-(6-hydroxyhexylamino)isoindoline-1,3-dione O=C1NC(CCC1N1C(C2=CC=CC(=C2C1=O)NCCCCCCO)=O)=O